C1(CCC(CCC(CCC(CC1)CC(=O)O)CC(=O)O)CC(=O)O)CC(=O)O cyclododecane-1,4,7,10-tetraacetic acid